tert-butyl 9-(4-nitrophenyl)-3-azaspiro[5.5]undec-9-ene-3-carboxylate [N+](=O)([O-])C1=CC=C(C=C1)C=1CCC2(CCN(CC2)C(=O)OC(C)(C)C)CC1